Perfluorooctanoic anhydride FC(C(=O)OC(C(C(C(C(C(C(C(F)(F)F)(F)F)(F)F)(F)F)(F)F)(F)F)(F)F)=O)(C(C(C(C(C(C(F)(F)F)(F)F)(F)F)(F)F)(F)F)(F)F)F